4-((2-hydroxyethyl)sulfonamido)-2-(6-azaspiro[2.5]octan-6-yl)-N-(4-(2,2,2-trifluoroethyl)-1,2,3,3a,4,8b-hexahydrocyclopenta[b]indol-6-yl)benzamide OCCS(=O)(=O)NC1=CC(=C(C(=O)NC=2C=CC=3C4C(N(C3C2)CC(F)(F)F)CCC4)C=C1)N1CCC4(CC4)CC1